NC1=C(C(=NN1C(C)C=1C=NC=CC1)C1=CC=C(C=C1)CNC(C1=C(C=CC=C1)OC)=O)C(=O)N 5-amino-3-[4-[[(2-methoxybenzoyl)amino]methyl]phenyl]-1-[1-(3-pyridyl)ethyl]pyrazole-4-carboxamide